C(C=C)(=O)OC1=C(C=C(C=C1CCCCC)CCCCC)C(C)C1=C(C(=CC(=C1)C(C)(C)CC)C(C)(C)CC)O 2-[1-(2-hydroxy-3,5-di-t-pentylphenyl)ethyl]4,6-di-pentylphenyl acrylate